Amino-[(aminocyclohexyl)methyl]cyclohexan NC1(CCCCC1)CC1(CCCCC1)N